FC([C@@H]1CC=2C=3C(=N[C@H](C4=NC(=NN4C3SC2C1)C)C)C1=C(C=CC=C1F)F)F (-)-(7S,13R)-13-(difluoromethyl)-9-(2,6-difluorophenyl)-4,7-dimethyl-16-thia-2,3,5,8-tetraazatetracyclo[8.6.0.02,6.011,15]Hexadeca-1(10),3,5,8,11(15)-pentaene